S(=O)(=O)(O)O.OC1=NC(=NC(=C1N)N)N 4-Hydroxy-2,5,6-triaminopyrimidine Sulfate